tert-butyl 4-amino-4-(4-fluorophenyl)piperidine-1-carboxylate NC1(CCN(CC1)C(=O)OC(C)(C)C)C1=CC=C(C=C1)F